CC1=C(C(=CC(=C1)C(C(F)(F)F)(C(F)(F)F)F)C)NC(C1=C(C=CC=C1)F)=O N-(2,6-dimethyl-4-(perfluoropropan-2-yl)phenyl)-2-fluorobenzamide